Sodium (N-benzenesulfonyl)benzenesulfonamide C1(=CC=CC=C1)S(=O)(=O)NS(=O)(=O)C1=CC=CC=C1.[Na]